ClC1=C(CNS(=O)(=O)C2=CC=C(C=C2)NC(=O)NCC2=CC=NC=C2)C=C(C=C1)Cl N-(2,5-dichlorobenzyl)-4-(3-(pyridin-4-ylmethyl)ureido)benzenesulfonamide